N-[2-methyl-4-(1-methylcyclopropoxy)phenyl]acetamide CC1=C(C=CC(=C1)OC1(CC1)C)NC(C)=O